8-((3S,5R)-4-acryloyl-3,5-dimethylpiperazin-1-yl)-3,11-bis(4-fluorophenyl)-10-(trifluoromethyl)-3,4-dihydro-2H,6H-[1,4]thiazepino[2,3,4-ii]quinazolin-6-one C(C=C)(=O)N1[C@H](CN(C[C@H]1C)C1=NC(N2C3=C(C(=C(C=C13)C(F)(F)F)C1=CC=C(C=C1)F)SCC(C2)C2=CC=C(C=C2)F)=O)C